4-(2-oxo-3-p-tolyl-2,3-dihydrooxazol-4-yl)benzenesulfonamide O=C1OC=C(N1C1=CC=C(C=C1)C)C1=CC=C(C=C1)S(=O)(=O)N